S(N)(=O)(=O)C1=CC=C(C=C1)N1CCC(CC1)C(=O)OC(C)(C)C tert-butyl 1-(4-sulfamoylphenyl)piperidine-4-carboxylate